8-Oxa-2-aza-spiro[4.5]decane-2-carboxylic acid [4-methoxy-7-(3-methylaminophenyl)-thiazolo[4,5-c]pyridin-2-yl]-amide COC1=NC=C(C2=C1N=C(S2)NC(=O)N2CC1(CC2)CCOCC1)C1=CC(=CC=C1)NC